COC1=C(C=C(C=C1)OC)\C=C\[N+](=O)[O-] 1,4-dimethoxy-2-[(1E)-2-nitroethenyl]benzene